ethyl 4-(4-((benzyloxy)carbonyl)piperazin-1-yl)-7-(naphthalen-1-yl)-5,6,7,8-tetrahydro-1,7-naphthyridine-2-carboxylate C(C1=CC=CC=C1)OC(=O)N1CCN(CC1)C1=CC(=NC=2CN(CCC12)C1=CC=CC2=CC=CC=C12)C(=O)OCC